ClC=1C=C2C3=C(NC2=CC1)C(N(CC3)CCNC3=NC(=C(C=C3)Cl)C(F)(F)F)CNS(=O)(=O)NC(OC(C)(C)C)=O tert-butyl (N-((6-chloro-2-(2-((5-chloro-6-(trifluoromethyl)pyridin-2-yl)amino)ethyl)-2,3,4,9-tetrahydro-1H-pyrido[3,4-b]indol-1-yl)methyl)sulfamoyl)carbamate